N1=CC=C2N1C=CC(=N2)C2=CC(NC=C2)=O 4-(pyrazolo[1,5-a]pyrimidin-5-yl)pyridin-2(1H)-one